N(=[N+]=[N-])CC(CCOCCC(C)(CN=[N+]=[N-])CN=[N+]=[N-])(C)CN=[N+]=[N-] 3,3-di-azidomethylbutanyl oxide